Cl.ClC=1C=C(OC2CC(C2)N)C=CC1F (1r,3r)-3-(3-chloro-4-fluorophenoxy)cyclobutane-1-amine hydrochloride